FC1(CCC(CC1)C1=NC=CC(=C1NC(C1=CN=C(C=C1)F)=O)C1=NC=CC=C1F)F N-(2'-(4,4-difluorocyclohexyl)-3-fluoro-[2,4'-bipyridin]-3'-yl)-6-fluoronicotinamide